2-amino-1-phenylethan-1-one hydrochloride Cl.NCC(=O)C1=CC=CC=C1